4'-bromo-3-chloro-2'-fluoro-2-methoxy-[1,1'-biphenyl]-2-ol BrC1=CC(=C(C=C1)C=1C(C(C=CC1)Cl)(O)OC)F